N-((5-oxopyrrolidin-2-yl)methyl)acetamide O=C1CCC(N1)CNC(C)=O